N-(2-((1S,3R)-3-aminocyclopentane-1-carboxamido)ethyl)-4-((3-(1-(cyanomethyl)-3-(trifluoromethyl)-1H-pyrazol-4-yl)imidazo[1,2-a]pyrazin-8-yl)amino)-2-ethylbenzamide formate C(=O)O.N[C@H]1C[C@H](CC1)C(=O)NCCNC(C1=C(C=C(C=C1)NC=1C=2N(C=CN1)C(=CN2)C=2C(=NN(C2)CC#N)C(F)(F)F)CC)=O